3-[[(2R)-2,4-bis[[(3R)-3-benzyloxybutanoyl]oxy]-3,3-dimethylbutanoyl]amino]propyl (3R)-3-benzyloxybutanoate C(C1=CC=CC=C1)O[C@@H](CC(=O)OCCCNC([C@@H](C(COC(C[C@@H](C)OCC1=CC=CC=C1)=O)(C)C)OC(C[C@@H](C)OCC1=CC=CC=C1)=O)=O)C